COC(=O)C1=CC(=NN1C([2H])([2H])[2H])N 3-amino-1-(methyl-d3)-1H-pyrazole-5-carboxylic acid methyl ester